1-(7-chloro-3,4-dihydroisoquinolin-2(1H)-yl)-3-((6-chloronaphthalen-2-yl)amino)propan-2-ol ClC1=CC=C2CCN(CC2=C1)CC(CNC1=CC2=CC=C(C=C2C=C1)Cl)O